3-hydroxy-2,4,6-trimethylpyridine OC=1C(=NC(=CC1C)C)C